isononyl isovalerate C(CC(C)C)(=O)OCCCCCCC(C)C